L-threonine tert-butyl ester C(C)(C)(C)OC([C@@H](N)[C@H](O)C)=O